CNC(=O)C=1N(C=CN1)CCNC(OC(C)(C)C)=O tert-Butyl (2-(2-(methylcarbamoyl)-1H-imidazol-1-yl)ethyl)carbamate